(R)-4'-(4-aminopiperidine-1-yl)-N-((5-fluoro-2-hydroxyphenyl)(1H-indole-2-yl)methyl)-2-methyl-[1,1'-biphenyl]-3-carboxamide NC1CCN(CC1)C1=CC=C(C=C1)C1=C(C(=CC=C1)C(=O)N[C@@H](C=1NC2=CC=CC=C2C1)C1=C(C=CC(=C1)F)O)C